C(C)(C)(C)NC(=O)O[C@H]1C[C@H](CC1)C1=CC(=NN1)NC(OCC1=CC=CC=C1)=O benzyl (5-((1S,3R)-3-((tert-butylcarbamoyl)oxy)cyclopentyl)-1H-pyrazol-3-yl)carbamate